3-METHYL-5-OXO-PYRROLIDINE-2-CARBOXYLIC ACID CC1C(NC(C1)=O)C(=O)O